NC=1C=2N(C3=CC(=CC=C3N1)C(=O)N(C(C)C=1C=CC3=C(N=C(S3)C3CCN(CC3)C)C1)C)C=NC2 4-amino-N-methyl-N-(1-(2-(1-methylpiperidin-4-yl)benzo[d]thiazol-5-yl)ethyl)imidazo[1,5-a]quinoxaline-8-carboxamide